2,4,6-tribromocinnamic acid BrC1=C(C=CC(=O)O)C(=CC(=C1)Br)Br